C(C)(C)(C)OC(=O)NCCCCCCOC=1C=C(C(=C(C(=O)[O-])C1)C)I 5-((6-((t-Butoxycarbonyl) amino) hexyl) oxy)-3-iodo-2-methylbenzoate